CC=1OC(=CC1)C1=NC=2C(=C3C(=NC2)NC=C3)N1[C@@H]1CC[C@H](CC1)C#N trans-4-(2-(2-methylfuran-5-yl)imidazo[4,5-d]Pyrrolo[2,3-b]Pyridin-1(6H)-yl)cyclohexanecarbonitrile